[Li].[Li].C1(C(CCCC1)C(=O)O)C(=O)O.[Al] monoaluminum cyclohexane-1,2-dicarboxylic acid dilithium